C1(=CC=CC=C1)C1=CC=C2C(=CCOC2=C1)CNC(OC(C)(C)C)=O tert-butyl [(7-phenyl-2H-chromen-4-yl)methyl]carbamate